(2R)-2-({2-[2-(trifluoromethyl)pyridin-3-yl][1,2,4]triazolo[1,5-c]quinazolin-5-yl}amino)butanamide FC(C1=NC=CC=C1C1=NN2C(=NC=3C=CC=CC3C2=N1)N[C@@H](C(=O)N)CC)(F)F